N-[3-fluoro-1-methyl-2-(2-methylphenyl)pyrrolo[3,2-c]pyridin-6-yl]cyclopropanecarboxamide FC1=C(N(C2=C1C=NC(=C2)NC(=O)C2CC2)C)C2=C(C=CC=C2)C